C(=C)C1=CC=C(C=C1)C=1C=CC(=NC1)C1=NC=CC=C1 5-(4-vinylphenyl)-2,2'-bipyridine